C(C)(=O)NC1=C2NC=NC2=NC=N1 N-Acetyl-Adenine